methyl 2-(4-chlorophenyl)-2-imidazo[1,2-a]pyrimidin-2-yl-propanoate ClC1=CC=C(C=C1)C(C(=O)OC)(C)C=1N=C2N(C=CC=N2)C1